IC1=NN(C=C1N)COCC[Si](C)(C)C 3-iodo-1-((2-(trimethylsilyl)ethoxy)methyl)-1H-pyrazol-4-amine